C(C=C)(=O)N1C[C@H](N(CC1)S(=O)(=O)C)C1=CC(=NC(=C1)Cl)C1=NC(=CC(=C1)C(=O)NC)C(F)(F)F (R)-4'-(4-acryloyl-1-(methylsulfonyl)piperazin-2-yl)-6'-chloro-N-methyl-6-(trifluoromethyl)-[2,2'-bipyridine]-4-carboxamide